1,3-dimethyl-8-((2-morpholino-2-oxoethyl)thio)-6-thioxo-1,3,6,7-tetrahydro-2H-purin-2-one CN1C(N(C=2N=C(NC2C1=S)SCC(=O)N1CCOCC1)C)=O